ClC=1C=C(C=CC1OC)S(=O)(=O)NC=1C=C(N(N1)CC1=CC=C(C=C1)OC)C1=NC2=C(N1C(=O)OC(C)(C)C)C=CC=C2 tert-Butyl 2-[5-[(3-chloro-4-methoxy-phenyl)sulfonylamino]-2-[(4-methoxyphenyl)methyl]-pyrazol-3-yl]benzimidazole-1-carboxylate